C(CCCCCCCCC)N1N=NC(=C1)CCC1COC(OC1)(C)C 5-(2-(1-decyl-1H-1,2,3-triazol-4-yl)ethyl)-2,2-dimethyl-1,3-dioxane